FC1=CC=CC=2C(=NOC21)C2=C(C=CC=C2)[C@H](CC2=NC(=CC=C2F)S(=O)(=O)C)N[S@@](=O)C(C)(C)C (S)-N-{(S)-1-[2-(7-Fluorobenzo[d]isoxazol-3-yl)phenyl]-2-(3-fluoro-6-methylsulfonylpyridine-2-yl)ethyl}-2-methylpropane-2-sulfinamide